BrC1=CN=C(N1COCC[Si](C)(C)C)C(=O)OCC ethyl 5-bromo-1-((2-(trimethylsilyl) ethoxy) methyl)-1H-imidazole-2-carboxylate